ClC(=O)C(C(=O)OCC1=CC=CC=C1)(CCCCCCCCCCC(=O)OCC1=CC=CC=C1)CCCCCCCCCCC dibenzyl 2-(chlorocarbonyl)-2-undecyltridecanedioate